butyl (1R,5R)-6-oxo-3-azabicyclo[3.2.1]octane-3-carboxylate O=C1[C@H]2CN(C[C@@H](C1)C2)C(=O)OCCCC